N-(4-chloro-3-methylphenyl)-2-(4-methyl-6-(trifluoromethyl)pyrimidin-2-yl)-5-oxo-N-(prop-2-yn-1-yl)pyrazolidine-3-carboxamide ClC1=C(C=C(C=C1)N(C(=O)C1N(NC(C1)=O)C1=NC(=CC(=N1)C)C(F)(F)F)CC#C)C